FC(C=1N=CC=2N(C1)C(=CN2)C2=CC=CC(=N2)N[C@H]2CNC[C@@H]2C(F)(F)F)F 6-(6-(difluoromethyl)imidazo[1,2-a]pyrazin-3-yl)-N-((3R,4S)-4-(trifluoromethyl)pyrrolidin-3-yl)pyridin-2-amine